6-[(1S,3R)-3-aminocyclopentyl]-2-(6-hydroxy-2,7-dimethyl-indazol-5-yl)pyrido[4,3-d]pyrimidin-5-one N[C@H]1C[C@H](CC1)N1C(C2=C(N=C(N=C2)C2=CC3=CN(N=C3C(=C2O)C)C)C=C1)=O